racemic-tert-butyl (tert-butoxycarbonyl)(7-(5-chloro-6-(1-(1-(4-fluorophenyl)ethyl)-1H-pyrazol-4-yl)pyridin-2-yl)-[1,2,4]triazolo[1,5-a]pyridin-2-yl)carbamate C(C)(C)(C)OC(=O)N(C(OC(C)(C)C)=O)C1=NN2C(C=C(C=C2)C2=NC(=C(C=C2)Cl)C=2C=NN(C2)[C@H](C)C2=CC=C(C=C2)F)=N1 |r|